FC1=CC=C(C=C1)[S+](C1=CC=C(C=C1)F)C1=CC=C(C=C1)F tris(4-fluorophenyl)sulfonium